2-(4-bromo-2-fluoro-3-methylphenyl)acetonitrile BrC1=C(C(=C(C=C1)CC#N)F)C